O.O.O.C(\C=C/C(=O)O)(=O)O maleic acid trihydrate